methyl 4-(1,4-dimethyl-1H-pyrazol-5-yl)-2-oxocyclohexane-1-carboxylate CN1N=CC(=C1C1CC(C(CC1)C(=O)OC)=O)C